CN(C=1N=C2C(=NC1)N(C(=C(C2=O)N2CCN(CC2)C(=O)C2=NC=NC(=C2O)C)CC)CC(=O)O)C 2-(2-(dimethylamino)-6-ethyl-7-(4-(5-hydroxy-6-methylpyrimidine-4-carbonyl)piperazin-1-yl)-8-oxopyrido[2,3-b]pyrazin-5(8H)-yl)acetic acid